3-[2-(1-{[3,5-bis(difluoromethyl)-1H-pyrazol-1-yl] acetyl} piperidin-4-yl)-1,3-thiazol-4-yl]-1,5-dihydro-2,4-benzodioxepin-6-yl mesylate S(C)(=O)(=O)OC1=CC=CC=2COC(OCC21)C=2N=C(SC2)C2CCN(CC2)C(CN2N=C(C=C2C(F)F)C(F)F)=O